styrene-amine hydrochloride Cl.C(=CC1=CC=CC=C1)N